(2S,3S)-N-(3-chloro-4-fluorophenyl)-2-methylpyrrolidine-3-carboxamide hydrochloride Cl.ClC=1C=C(C=CC1F)NC(=O)[C@@H]1[C@@H](NCC1)C